N-[(furan-2-yl)methyl]-2'-(quinolin-3-yl)-5',6'-dihydrospiro[azetidine-3,4'-pyrrolo[1,2-b]pyrazole]-1-carboxamide O1C(=CC=C1)CNC(=O)N1CC2(CCN3N=C(C=C32)C=3C=NC2=CC=CC=C2C3)C1